FC=1C(=CC(=NC1C)C1=NOC(=N1)CN1N=C(C=C1)C)C=1C=NC=CC1C 3-(5'-Fluoro-4,6'-dimethyl-[3,4'-bipyridin]-2'-yl)-5-((3-methyl-1H-pyrazol-1-yl)methyl)-1,2,4-oxadiazole